Imidazo[1,2-b]Pyridazine-7-carboxylic acid methyl ester COC(=O)C1=CC=2N(N=C1)C=CN2